C(C)(C)(C)OC(=O)N1C[C@H](N(CC1)C(=O)N1CCC(CC1)CN1C(C=C(C=C1)C1=CC=CC=C1)=O)C1=C(C=CC(=C1)F)F.C(CCC)[Sn](COC1CC1)(CCCC)CCCC Tributyl-(cyclopropoxymethyl)stannane tert-butyl-(R)-3-(2,5-difluorophenyl)-4-(4-((2-oxo-4-phenylpyridin-1(2H)-yl)methyl)piperidine-1-carbonyl)piperazine-1-carboxylate